FC=1C=NC=C(C1C1=NC2=CC(=CC=C2C(=C1N)N)OC)OC (3-fluoro-5-methoxy-4-pyridyl)-7-methoxy-quinoline-3,4-diamine